5-Methyl-2-(m-tolyl)-4H-pyrazol-3-one CC=1CC(N(N1)C=1C=C(C=CC1)C)=O